FC1=C(C(=CC=C1)C)N1CCC(CC1)N1C(N(C=2C([C@@H]1C)=CN(N2)C)CC2=NC=CC=C2C(F)(F)F)=O (S)-5-[1-(2-fluoro-6-methyl-phenyl)-piperidin-4-yl]-2,4-dimethyl-7-(3-trifluoromethyl-pyridin-2-ylmethyl)-2,4,5,7-tetrahydro-pyrazolo[3,4-d]pyrimidin-6-one